Cl.COC([C@H](CO)N)=O.ClC1=C(C=C(N=N1)C(C(=O)N)C1=C(C=CC=C1Cl)Cl)N1CCN(CC1)C(C)C 2-(6-chloro-5-(4-isopropylpiperazin-1-yl)pyridazin-3-yl)-2-(2,6-dichlorophenyl)acetamide (S)-methyl-2-amino-3-hydroxypropanoate hydrochloride